BrC1=CSC2=C1C=C(C=C2)CBr 3-bromo-5-(bromomethyl)benzothiophene